C(C)(C)(C)C1=NC(=NO1)C(=O)NC1C2=C(OCCC1)C=C(C=C2)C2=CC(=NC=C2)NC(=O)C2CC2 5-(tert-butyl)-N-(8-(2-(cyclopropanecarboxamido)pyridin-4-yl)-2,3,4,5-tetrahydrobenzo[b]oxepin-5-yl)-1,2,4-oxadiazole-3-carboxamide